ClC1=CC(=C(C=C1F)NS(=O)(=O)C1=CNC2=C1C=CC=1C=CC=NC21)F N-(4-chloro-2,5-difluorophenyl)-1H-pyrrolo[3,2-H]quinoline-3-sulfonylamine